CC(C(CCCC)C(=O)O)C(=O)O.[Na].[Na] Disodium heptane-2,3-dicarboxylic acid